C1(CC1)N1C(C=2C=CC=C(C2C=C1)S(=O)(=O)Cl)=O 2-cyclopropyl-1-oxo-isoquinoline-5-sulfonyl chloride